ClC1=NC(=NC(=N1)C(C)(F)F)N 4-chloro-6-(1,1-difluoroethyl)-1,3,5-triazin-2-amine